(7-(4,6-diphenyl-1,3,5-triazin-2-yl)-9,9-dimethyl-9H-fluoren-2-yl)boronic acid C1(=CC=CC=C1)C1=NC(=NC(=N1)C1=CC=CC=C1)C1=CC=C2C=3C=CC(=CC3C(C2=C1)(C)C)B(O)O